C(C)(C)(C)N1N=CC=C1C=1C=C(C(=O)NC(C)(C)C#N)C=C(C1)C1=CC=C(C=C1)Cl 3-(2-tert-butylpyrazol-3-yl)-5-(4-chlorophenyl)-N-(2-cyanopropan-2-yl)-benzamide